C1(=CC=C(C=C1)N(C1=CC=2C(C3=CC=CC=C3C2C=C1)(C)C)C1=CC=C(C=C1)C=1C=CC=2N(C3=CC=CC=C3C2C1)C1=CC=CC=C1)C1=CC=CC=C1 N-([1,1'-biphenyl]-4-yl)-9,9-dimethyl-N-(4-(9-phenyl-9H-carbazol-3-yl)-phenyl)-9H-fluoren-2-amine